C1(=CC=C(C=C1)C1=NC(=NC(=N1)C1=CC=C(C=C1)C1=CC=CC=C1)C1=CC=C(C=C1)C1=CC=CC=C1)C1=CC=CC=C1 2,4,6-Tri(4-biphenylyl)-1,3,5-triazin